FC(C(C)NC(=O)[C@@H]1CN(CC[C@H]1NC(=O)C1=NOC(=C1)C1=C(C=C(C=C1)F)F)C1CCCCC1)F (3R,4R)-1-cyclohexyl-4-{[5-(2,4-difluoro-phenyl)-isoxazole-3-carbonyl]-amino}-piperidine-3-carboxylic acid (2,2-difluoro-1-methyl-ethyl)-amide